NC[C@@H]1[C@H](N(C(C1)=O)C1=NC(=CC(=C1)C(F)(F)F)C)C(=O)[O-] (2s,3r)-3-(aminomethyl)-1-(6-methyl-4-(trifluoromethyl) pyridin-2-yl)-5-oxopyrrolidine-2-carboxylate